Br[P](N1CCCC1)(N1CCCC1)N1CCCC1 bromo-tri-(pyrrolidin-1-yl)phosphorus